hydroxycurcumin OCOC1=CC(=CC=C1O)\C=C\C(=O)CC(=O)\C=C\C1=CC=C(O)C(OC)=C1